C[C@@H]1CN(C[C@@H](O1)C)C(=O)C1=CC=C(C=C1)C1=CC=2N=CN=C(C2O1)C1=CC(=NC=C1)C(C)(C)O 2-[4-(6-{4-[(2R,6S)-2,6-dimethylmorpholine-4-carbonyl]phenyl}furo[3,2-d]pyrimidin-4-yl)pyridin-2-yl]propan-2-ol